2-Amino-7-fluoro-4-(5-fluoro-3-((1-(morpholinomethyl)cyclobutyl)methoxy)-7,9-dihydrofuro[3,4-f]quinazolin-6-yl)thieno[3,2-c]pyridine-3-carbonitrile NC1=C(C=2C(=NC=C(C2S1)F)C=1C2=C(C=3C=NC(=NC3C1F)OCC1(CCC1)CN1CCOCC1)COC2)C#N